((2,2-dioxo-1,3-dihydrobenzo[c]thiophen-5-yl)amino)-8-((1R,2R)-2-hydroxy-2-methylcyclopentyl)-5-methylpyrido[2,3-d]pyrimidin-7(8H)-one O=S1(CC2=C(C1)C=C(C=C2)NC=2N=CC1=C(N2)N(C(C=C1C)=O)[C@H]1[C@](CCC1)(C)O)=O